C(C)C1=C2C(=CS1)CCC(C2)N(C(OC(C)(C)C)=O)C tert-butyl (3-ethyl-4,5,6,7-tetrahydrobenzo[c]thiophen-5-yl)(methyl)carbamate